fluoro-2,2-dimethylbutane FCC(CC)(C)C